4-(1-butyl)-4,5-dihydro-N-(4-fluorobenzyl)-7-hydroxy-2-methyl-5-oxo-2H-pyrazolo[4,3-b]pyridin-6-carboxamide C(CCC)N1C=2C(C(=C(C1=O)C(=O)NCC1=CC=C(C=C1)F)O)=NN(C2)C